(S)-5-benzyl-N-(5-methyl-7-(1,4-oxazepan-4-yl)-4-oxo-2,3,4,5-tetrahydrobenzo[b][1,4]oxazepin-3-yl)-1H-1,2,4-triazole-3-carboxamide C(C1=CC=CC=C1)C1=NC(=NN1)C(=O)N[C@@H]1C(N(C2=C(OC1)C=CC(=C2)N2CCOCCC2)C)=O